2-(4-Chlorophenyl)-3-oxobutanoic acid methyl ester COC(C(C(C)=O)C1=CC=C(C=C1)Cl)=O